ClC=1C(=C(C2=C(C(=NS2)NCC=2OC=CC2)C1)Cl)C(=O)N[C@H](C(=O)O)CC1=CC(=CC=C1)S(=O)(=O)C (s)-2-(5,7-dichloro-3-((2-furylmethyl)amino)benzisothiazole-6-carboxamido)-3-(3-(methylsulfonyl)phenyl)propanoic acid